FC1=C(C=CC=2C3=C(C(NC12)=O)C=NN3C)CN3CCN(CC3)C=3C(=NC(=CC3)C(NC)=O)F 6-fluoro-7-((4-(2-fluoro-6-(methylcarbamoyl)pyridin-3-yl)piperazin-1-yl)methyl)-1-methyl-1,5-dihydro-4H-pyrazolo[4,3-c]quinolin-4-one